(R)-4-(3-(benzofuran-2-yl)phenyl)-N6-(2-fluorobenzyl)-3-(2-hydroxyethyl)-N2-isopropyl-1,3-dihydro-2H-pyrrolo[3,4-c]pyridine-2,6-dicarboxamide O1C(=CC2=C1C=CC=C2)C=2C=C(C=CC2)C2=NC(=CC1=C2[C@H](N(C1)C(=O)NC(C)C)CCO)C(=O)NCC1=C(C=CC=C1)F